N[C@@H]1[C@@H](OCC12CCN(CC2)C=2NC(C1=C(N2)NN=C1C1(CC1)C=1SC=CC1)=O)C 6-((3S,4S)-4-amino-3-methyl-2-oxa-8-azaspiro[4.5]decan-8-yl)-3-(1-(thiophen-2-yl)cyclopropyl)-1,5-dihydro-4H-pyrazolo[3,4-d]pyrimidin-4-one